4-(4-(4-Acryloylpiperazin-1-yl)phenyl)-6-(2-methylthiazol-5-yl)pyrazolo[1,5-a]pyridine-3-carbonitrile C(C=C)(=O)N1CCN(CC1)C1=CC=C(C=C1)C=1C=2N(C=C(C1)C1=CN=C(S1)C)N=CC2C#N